6-methoxy-1-(2-(methylthio)-6,7-dihydro-5H-cyclopenta[d]pyrimidin-4-yl)quinoxaline-2,3(1H,4H)-dione COC=1C=C2NC(C(N(C2=CC1)C=1C2=C(N=C(N1)SC)CCC2)=O)=O